3-({[3-(1H-imidazol-1-yl)propyl](pyridin-4-ylmethyl)amino}methyl)-7-(4-methylpiperazin-1-yl)4H-chromen-4-one N1(C=NC=C1)CCCN(CC1=CC=NC=C1)CC1=COC2=CC(=CC=C2C1=O)N1CCN(CC1)C